potassium hydroxycitric acid salt OC(C(=O)[O-])C(O)(C(=O)[O-])CC(=O)[O-].[K+].[K+].[K+]